C(=C)C1=CC=C(C=C1)NC1=CC=C(C=C1)C1=CC=C(C=C1)NC1=CC=C(C=C1)C=C N4,N4'-bis(4-vinyl-phenyl)biphenyl-4,4'-diamine